(S)-1-(1-cyclopropylethyl)-N-(1-(4-(1-i-propyl-6-oxo-1,6-dihydropyrimidin-5-yl)phenyl)cyclopropyl)-1H-pyrazolo[3,4-d]pyrimidine-6-carboxamide C1(CC1)[C@H](C)N1N=CC=2C1=NC(=NC2)C(=O)NC2(CC2)C2=CC=C(C=C2)C2=CN=CN(C2=O)C(C)C